(1R,4R)-4-(((2-((1-cyclopropyl-3-methoxy-1H-pyrazol-4-yl)amino)-5-fluoro-pyrimidin-4-yl)oxy)methyl)cyclohexan-1-ol C1(CC1)N1N=C(C(=C1)NC1=NC=C(C(=N1)OCC1CCC(CC1)O)F)OC